2,5,6,7-tetrahydro-4H-pyrrolo[3,4-c]pyridin-4-one C=1NC=C2C(NCCC21)=O